C=1([O-])C([O-])=CC=CC1.C=1([O-])C([O-])=CC=CC1.B(O)(O)O boric acid dicatecholate